methyl 4-chloro-1-(2-isopropyl-6-fluorophenyl)-6-oxo-1,6-dihydropyridazine-3-carboxylate ClC=1C(=NN(C(C1)=O)C1=C(C=CC=C1F)C(C)C)C(=O)OC